Methyl 2-(2-cyclobutyl-1,3-thiazol-5-yl)-5-[({1-[2-fluoro-4-(trifluoromethoxy) phenyl]cyclopropyl}carbonyl) amino]benzoate C1(CCC1)C=1SC(=CN1)C1=C(C(=O)OC)C=C(C=C1)NC(=O)C1(CC1)C1=C(C=C(C=C1)OC(F)(F)F)F